4-[4-({6-[4-(tert-butoxycarbonylamino-methyl)-phenylcarbamoyl]-pyridine-3-carbonyl}-amino)-2-fluoro-phenyl]-3,6-dihydro-2H-pyridine-1-carboxylic acid tert-butyl ester C(C)(C)(C)OC(=O)N1CCC(=CC1)C1=C(C=C(C=C1)NC(=O)C=1C=NC(=CC1)C(NC1=CC=C(C=C1)CNC(=O)OC(C)(C)C)=O)F